(RS)-11β,16α,17,21-Tetrahydroxypregna-1,4-diene O[C@@H]1[C@@H]2[C@]3(C=CCC=C3CC[C@H]2[C@@H]2C[C@H]([C@@](CCO)([C@]2(C1)C)O)O)C |&1:15|